C(C)OC(=O)C1=C(N=CS1)C1=C(C(=CC(=C1)OC)C)[N+](=O)[O-] 4-(5-methoxy-3-methyl-2-nitrophenyl)thiazole-5-carboxylic acid ethyl ester